2-(4-fluorophenyl)-2,3-naphthyridin-1-one FC1=CC=C(C=C1)N1C(C2=CC=CC=C2C=N1)=O